Methylethyl keton CC(=O)CC